OCN(C=1C2=C(N=CN1)NC=C2)[C@H]2CNCC[C@H]2C hydroxymethyl-[(3R,4R)-4-methyl-piperidin-3-yl]-(7H-pyrrolo[2,3-d]pyrimidin-4-yl)-amine